C1(CC1)C=1C=C(OC(C(=O)OCC)=CN(C)C)C=CC1 ethyl 2-(3-cyclopropylphenoxy)-3-(dimethylamino)prop-2-enoate